8-(4-aza-1-azoniabicyclo[2.2.2]oct-1-yl)-5-(4-fluorophenyl)-6-isopropyl-1-tetrahydropyran-2-yl-pyrazolo[4,3-g]isoquinoline [N+]12(CCN(CC1)CC2)C2=NC(=C(C1=CC3=C(C=C21)N(N=C3)C3OCCCC3)C3=CC=C(C=C3)F)C(C)C